C(CCCCCCC\C=C/CCCCCC)(=O)OCCCCCCCCCCCCCCCCCCCCCCCCCCC(CC)C 27-methylnonacosyl palmitoleate